O1CCC(CC1)COC1=C(CO)C=CC=C1 2-((tetrahydro-2H-pyran-4-yl)methoxy)benzyl alcohol